C1(CCCCC(CC)O1)=O ε-caprylolactone